C[C@@H]1COCCN1C=1C=C2C3=C(C(=NN3CCC(N2[C@H](C)CC(F)(F)F)=O)C2=NNC=C2)N1 4-((R)-3-methylmorpholino)-2-(1H-pyrazol-3-yl)-6-((R)-4,4,4-trifluorobutan-2-yl)-8,9-dihydro-1,3,6,9a-tetraazabenzo[cd]azulene-7(6H)-one